C1OCC12CC(C2)CO 2-oxaspiro[3.3]heptan-6-ylmethanol